ClC=1C=C(CNC2=NC(=NC3=CC=C(C=C23)C=2C(=NOC2C)C)N(C)CCN(C)C)C=CC1 N4-(3-chlorobenzyl)-N2-(2-(dimethylamino)ethyl)-6-(3,5-dimethylisoxazole-4-Yl)-N2-methyl-quinazoline-2,4-diamine